COCCOC1=CC=C(C=C1)C=1C=C(C(NC1C(F)(F)F)=O)C(=O)N 5-(4-(2-methoxyethoxy)phenyl)-2-oxo-6-(trifluoromethyl)-1,2-dihydropyridine-3-carboxamide